C(C)(=O)N1CC=2N(C=3C(=C(C=C(C3C2I)NC(OC(C)(C)C)=O)Cl)Cl)CC1 tert-Butyl N-(2-acetyl-6,7-dichloro-10-iodo-3,4-dihydro-1H-pyrazino[1,2-a]indol-9-yl)carbamate